2,9-dichloro-10-hydroxyanthracene-1,4-dione ClC=1C(C2=C(C3=CC=CC=C3C(=C2C(C1)=O)O)Cl)=O